N-(p-(2-benzoxazolyl)phenyl)maleimide O1C(=NC2=C1C=CC=C2)C2=CC=C(C=C2)N2C(C=CC2=O)=O